4-(5-(3-bromo-4-methylphenyl)-4H-1,2,4-triazol-3-yl)-2-(trifluoromethyl)pyridine BrC=1C=C(C=CC1C)C=1NC(=NN1)C1=CC(=NC=C1)C(F)(F)F